C(C1=CC=CC=C1)OCC12C(C(C1)C2)CCC(=O)OC(C)(C)C tert-butyl 3-(1-((benzyloxy)methyl)bicyclo[1.1.1]pentan-2-yl)propanoate